(methoxycarbonyl)-3-methyl-L-valyl-(4R)-N-{(1S)-1-cyano-2-[(3S)-2-oxopyrrolidin-3-yl]ethyl}-4-(trifluoromethyl)-L-prolinamide COC(=O)N[C@@H](C(C)(C)C)C(=O)N1[C@@H](C[C@H](C1)C(F)(F)F)C(=O)N[C@@H](C[C@H]1C(NCC1)=O)C#N